C[C@@H]1N(CC1)C=1N=C(C2=C(N1)CCC2)C=2C=C(C=CC2)CC(=O)O (S)-2-(3-(2-(2-methylazetidin-1-yl)-6,7-dihydro-5H-cyclopenta[d]pyrimidin-4-yl)phenyl)acetic acid